C(CC)C1CC=CCC=CCC=CCC=CCCCC(O1)=O 18-propyloxacyclooctadeca-6,9,12,15-tetraen-2-one